NC=1N=C(C2=C(N1)C=C(C=N2)C2=CC(NC=C2CNC)=O)N[C@@](CO)(CCCC)C (R)-4-(2-amino-4-((1-hydroxy-2-methylhexan-2-yl)amino)pyrido[3,2-d]pyrimidin-7-yl)-5-((methylamino)methyl)-pyridin-2(1H)-one